2-mercaptoethane-1,1-d2-1-ol SCC(O)([2H])[2H]